2-phenyl-3a,8a-dihydrofuro[2,3-b]benzofuran C1(=CC=CC=C1)C1=CC2C(OC3=C2C=CC=C3)O1